(R)-N-methyl-7-(1-methyl-1H-pyrazol-4-yl)chroman-4-amine CN[C@@H]1CCOC2=CC(=CC=C12)C=1C=NN(C1)C